NC1=NC(=C2N=CN(C2=N1)[C@H]1C=C[C@H](C1)COP(=O)(OCCSC(C(C)(C)C)=O)N[C@@H](C)C(=O)OC(C)C)OC Isopropyl ((((1S,4R)-4-(2-amino-6-methoxy-9H-purin-9-yl)cyclopent-2-en-1-yl) methoxy)(2-(pivaloylthio)ethoxy)phosphoryl)-L-alaninate